6-((2-formylphenoxy)methyl)nicotinate C(=O)C1=C(OCC2=NC=C(C(=O)[O-])C=C2)C=CC=C1